(S)-2-((1-(3-(4-fluorophenyl)-2-(isoxazol-4-yl)-7-methylquinolin-5-yl)ethyl)amino)benzoic acid FC1=CC=C(C=C1)C=1C(=NC2=CC(=CC(=C2C1)[C@H](C)NC1=C(C(=O)O)C=CC=C1)C)C=1C=NOC1